ClC1=C(C=CC(=C1)Cl)C(\C=C\C1=CC(=C(C=C1)O)OCC)=O (E)-1-(2,4-Dichlorophenyl)-3-(3-ethoxy-4-hydroxyphenyl)prop-2-en-1-one